CC=1C2C(C(CC1)C2)(CCC=C(C)C)C 2,6-dimethyl-6-(4-methyl-3-pentenyl)bicyclo[3.1.1]hept-2-ene